CC1=C(C2=C(N=N1)SC1=C2C=CN=C1N1CCCC1)C 3,4-dimethyl-8-pyrrolidin-1-yl-pyrido[4',3':4,5]thieno[2,3-c]pyridazine